(S)-N-((S)-1-(5-(2-methoxy-1,7-naphthyridin-3-yl)-1H-imidazol-2-yl)-7-oxononyl)-6-methyl-6-azaspiro[2.5]octane-1-carboxamide COC1=NC2=CN=CC=C2C=C1C1=CN=C(N1)[C@H](CCCCCC(CC)=O)NC(=O)[C@H]1CC12CCN(CC2)C